FC1=C(C=C(C=C1)CCN[C@@H]([C@H]1CNC2=CC=CN=C2C1)C1=CC=CC=C1)C(C(=O)O)C 2-(2-fluoro-5-(2-(((S)-phenyl((R)-1,2,3,4-tetrahydro-1,5-naphthyridin-3-yl)methyl)amino)ethyl)phenyl)propanoic acid